ClC1=C(N=C2N(C1=O)C=C(N=C2C2=CC(=C(C=C2)F)F)C2CC(OCC2)C=2C=NN(C2)C2CC2)C 3-chloro-7-(2-(1-cyclopropyl-1H-pyrazol-4-yl)tetrahydro-2H-pyran-4-yl)-9-(3,4-difluorophenyl)-2-methyl-4H-pyrazino[1,2-a]pyrimidin-4-one